NC=1C2=C(N=CN1)N(C=C2)[C@@H]2O[C@@H]([C@H]([C@H]2O)O)[C@@H]2OC(CC1=CC(=CC=C21)Cl)O (2R,3R,4S,5S)-2-(4-aminopyrrolo[2,3-d]pyrimidin-7-yl)-5-[(1R)-6-chloro-3-hydroxy-isochroman-1-yl]tetrahydrofuran-3,4-diol